NC[C@H]1CN(CCN1C)C1=C(C=CC(=C1Cl)OC1=C(C=CC=C1)Cl)NC(=O)C1=NN(C=C1)CC(F)F N-{2-[(3S)-3-(aminomethyl)-4-methylpiperazin-1-yl]-3-chloro-4-(2-chlorophenoxy)phenyl}-1-(2,2-difluoroethyl)-1H-pyrazole-3-carboxamide